(2S,6S)-6-ethylpiperidin C(C)[C@H]1CCCCN1